6-(1,2-dihydroxypropan-2-yl)-N-(6-((R)-2-methylmorpholino)pyridin-2-yl)-2-(6-azaspiro[2.5]octan-6-yl)nicotinamide OCC(C)(O)C1=NC(=C(C(=O)NC2=NC(=CC=C2)N2C[C@H](OCC2)C)C=C1)N1CCC2(CC2)CC1